OC1(C(C=CC=C1)O)[Li] 1,2-dihydroxyphenyl-lithium